1,7-bis(hydroxyphenyl-thio)-3,5-dioxepane OC1=C(C=CC=C1)SC1COCOCC1SC1=C(C=CC=C1)O